(R)-1-(4-(7-(6-amino-3-fluoro-4-methylpyridin-2-yl)-6-chloro-2-((2-fluoro-3-hydroxy-3-methylbutyl)amino)quinazolin-4-yl)piperazin-1-yl)prop-2-en-1-one NC1=CC(=C(C(=N1)C1=C(C=C2C(=NC(=NC2=C1)NC[C@H](C(C)(C)O)F)N1CCN(CC1)C(C=C)=O)Cl)F)C